NC1=NC=2C=CC(=CC2C2=C1[C@@H](OC2)C)C(=O)N(CC2=NC=C(C=C2)C(F)(F)F)[C@@H]2COCC2 (3S)-4-amino-3-methyl-N-((3S)-tetrahydro-3-furanyl)-N-((5-(trifluoromethyl)-2-pyridinyl)methyl)-1,3-dihydrofuro[3,4-c]quinoline-8-carboxamide